N1(CCNCC1)C=1C=CC2=C(N(C=N2)C2=CC=NC=C2)C1 6-(piperazin-1-yl)-1-(pyridin-4-yl)-1H-1,3-benzodiazole